CP(=O)(C)C1=NC2=CC=CC=C2N=C1 (dimethylphosphoryl)quinoxalin